4-[3-(2,4-dioxo-1,3-diazin-1-yl)imidazo[1,2-a]pyridin-7-yl]piperidine-1-carboxylic acid tert-butyl ester C(C)(C)(C)OC(=O)N1CCC(CC1)C1=CC=2N(C=C1)C(=CN2)N2C(NC(C=C2)=O)=O